2-(5-fluoro-3-pyridyl)-2,6-diazaspiro[3.3]heptane FC=1C=C(C=NC1)N1CC2(C1)CNC2